4-{octahydropyrrolo[2,3-c]pyrrole-1-carbonyl}-2-(1-phenyl-1H-pyrazol-4-yl)-1,3-thiazole N1(CCC2C1CNC2)C(=O)C=2N=C(SC2)C=2C=NN(C2)C2=CC=CC=C2